2-((1-(2-(isoindolin-2-yl)-3,6-dimethyl-4-oxo-3,4-dihydroquinazolin-8-yl)ethyl)amino)nicotinic acid C1N(CC2=CC=CC=C12)C1=NC2=C(C=C(C=C2C(N1C)=O)C)C(C)NC1=C(C(=O)O)C=CC=N1